1-Methylimidazolium acetate C(C)(=O)[O-].CN1C=[NH+]C=C1